(S)-2'-bromo-5'-methoxy-6-methyl-N-(5-((tetrahydrofuran-3-yl)methoxy)-1,3,4-thiadiazol-2-yl)-(4,4'-bipyridine)-3-carboxamide BrC1=NC=C(C(=C1)C1=C(C=NC(=C1)C)C(=O)NC=1SC(=NN1)OC[C@@H]1COCC1)OC